2-((3,5-dichloro-4-((5-oxo-4,5-dihydro-1,3,4-oxadiazol-2-yl)methyl)phenyl)amino)-2-oxoacetic acid ClC=1C=C(C=C(C1CC=1OC(NN1)=O)Cl)NC(C(=O)O)=O